dodecylbenzenesulfonate phosphonium salt [PH4+].C(CCCCCCCCCCC)OS(=O)(=O)C1=CC=CC=C1